C(=O)(O)C=1C=C(C=CC1C(=O)O)C(C(F)(F)F)(CF)C1=CC(=C(C=C1)C(=O)O)C(=O)O 2,2-bis(3,4-dicarboxyphenyl)tetrafluoropropane